Cl.CC1=CC=C(C(C2=CC=CC=C2)N)C=C1 4-methylbenzhydrylamine hydrochloride salt